N-(4-(trifluoromethyl)phenyl)-4-(2-(4-hydroxypiperidin-1-yl)benzyl)piperazine-1-carboxamide FC(C1=CC=C(C=C1)NC(=O)N1CCN(CC1)CC1=C(C=CC=C1)N1CCC(CC1)O)(F)F